O1CCOC2=C1C=CC(=C2)C=O 2,3-dihydrobenzo1,4-dioxin-6-formaldehyde